Cl.CN(CCC(C(=O)O)C1=CC=CC=C1)C 4-(dimethylamino)-2-phenylbutanoic acid hydrogen chloride salt